ClC=1C=C(C=CC1OC)N1C(CCC[C@H]1C1=NC=2C(=NC=C(C2)C=2C(=NOC2C)C)N1C1CCC(CC1)O)=O (S)-1-(3-chloro-4-methoxyphenyl)-6-(6-(3,5-dimethylisoxazol-4-yl)-3-((1r,4S)-4-hydroxycyclohexyl)-3H-imidazo[4,5-b]pyridin-2-yl)piperidin-2-one